C(C)S(=O)(=O)C=1C=CC(=NC1C1=CC=2N(C=C1)N=C(C2)C(F)(F)F)C=2C=C(C#N)C=CC2 3-(5-(ethylsulfonyl)-6-(2-(trifluoromethyl)pyrazolo[1,5-a]pyridin-5-yl)pyridin-2-yl)benzonitrile